6-chloro-N-{3-methyl-4-[(6-methylpyridin-3-yl)oxy]phenyl}pyrido[3,4-d]pyrimidin-4-amine ClC1=CC2=C(N=CN=C2NC2=CC(=C(C=C2)OC=2C=NC(=CC2)C)C)C=N1